3-(4-((1-cyclopentyl-3-(4-(trifluoromethyl)phenyl)-1H-indazol-6-yl)methoxy)phenyl)butanoic acid C1(CCCC1)N1N=C(C2=CC=C(C=C12)COC1=CC=C(C=C1)C(CC(=O)O)C)C1=CC=C(C=C1)C(F)(F)F